FC(C1=NN2C(N=C(C=C2NCC(C2=CC=C(C=C2)F)N2CC3(CN(C3)C(=O)N)C2)C(F)(F)F)=C1)(F)F 6-(2-((2,5-bis(trifluoromethyl)pyrazolo[1,5-a]pyrimidin-7-yl)amino)-1-(4-fluorophenyl)ethyl)-2,6-diazaspiro[3.3]heptane-2-carboxamide